C(C)C(CCC)C1=CC=CC=C1 1,2-diethylethylbenzene